ClC1=CC=C(C=C1)NNC(=O)C1(CC(C1)OC1=CC=CC=C1)C(=O)OC(C)C isopropyl 1-(2-(4-chlorophenyl) hydrazine-1-carbonyl)-3-phenoxycyclobutane-1-carboxylate